N,N-dimethyl-N'-(3-(3-nitrophenyl)butanoyl)formohydrazonamide CN(C=NNC(CC(C)C1=CC(=CC=C1)[N+](=O)[O-])=O)C